6-(cyclopropylamino)pyrazine C1(CC1)NC1=CN=CC=N1